ClC=1C=C(C=2N(N1)C=NC2)Cl 2,4-dichloro-imidazo[1,5-b]Pyridazine